7'-(tert-Butyl)-2-methyl-1H,4'H-spiro[isoquinoline-4,1'-naphthalene]-1,3,4'(2H)-trione C(C)(C)(C)C1=CC=C2C(C=CC3(C2=C1)C(N(C(C1=CC=CC=C13)=O)C)=O)=O